3-Isopentenyl-2-{2-[2'-trifluoromethyl-(1,1'-biphenyl)-3-yl]-2-oxoethyl}-4-methoxysalicylic acid C(CC(=C)C)C=1C(C(C(=O)O)C=CC1OC)(O)CC(=O)C=1C=C(C=CC1)C1=C(C=CC=C1)C(F)(F)F